1-[4-(cyclopentylamino)-5-iodo-2-pyridyl]pyrazolo[3,4-b]pyridine-5-carbonitrile C1(CCCC1)NC1=CC(=NC=C1I)N1N=CC=2C1=NC=C(C2)C#N